2-(2,6-Difluorobenzylidene)hydrazinecarboximidamide acetate salt C(C)(=O)O.FC1=C(C=NNC(N)=N)C(=CC=C1)F